BrC1=CN=C2N1N=CC=C2NC=2C=NN(C2)C 3-bromo-N-(1-methyl-1H-pyrazol-4-yl)imidazo[1,2-b]Pyridazin-8-amine